C1(CC1)CCC1N(S(C2=C(N(C1)C1=CC=CC=C1)C=C(C(=C2)O\C=C(\C(=O)O)/F)SC)(=O)=O)C (Z)-3-((3-(2-cyclopropylethyl)-2-methyl-7-(methylthio)-1,1-dioxido-5-phenyl-2,3,4,5-tetrahydrobenzo[f][1,2,5]thiadiazepin-8-yl)oxy)-2-fluoroacrylic acid